N[C@@H](CNCC1=CC(=NC=C1)NC([C@H](C1CCC(CC1)C)NC(OC(C)(C)C)=O)=O)C(F)(F)F Tert-butyl ((S)-2-((4-((((S)-2-amino-3,3,3-trifluoropropyl)amino)-methyl)pyridin-2-yl)amino)-1-((1r,4S)-4-methylcyclohexyl)-2-oxoethyl)carbamate